2-chloro-9-(6-hydroxy-spiro[3.3]heptan-2-yl)-7-methyl-7,9-dihydro-8H-purin-8-one ClC1=NC=C2N(C(N(C2=N1)C1CC2(C1)CC(C2)O)=O)C